CC=1C(N(C=CC1NC1=CC=C(C=C1)C(F)(F)F)C)=O methyl-1-methyl-2-oxo-4-((4-(trifluoromethyl)phenyl)amino)-1,2-dihydropyridine